C1(CC1)NC=1N=C(C=NC1C1=CC=CC=2N(C=NC21)C)NC2=CC=C(C=C2)N2CCOCC2 5-(cyclopropylamino)-6-(1-methylbenzimidazol-4-yl)-3-(4-morpholinoanilino)pyrazine